C(C)(C)(C)OC(=O)N1C[C@@H](N(CC1)C=1C2=C(N(C(N1)=O)C1=C(C=NN1C(C)C)C)N=C(C(=C2)Cl)Cl)C (S)-4-(6,7-dichloro-1-(1-isopropyl-4-methyl-1H-pyrazol-5-yl)-2-oxo-1,2-dihydropyrido[2,3-d]pyrimidin-4-yl)-3-methylpiperazine-1-carboxylic acid tert-butyl ester